FC(C1=CC=C(C=N1)C(N)C=1N=C(SC1)C(F)(F)F)(F)F (6-(trifluoromethyl)pyridin-3-yl)(2-(trifluoromethyl)thiazol-4-yl)methanamine